C1(=C(C=CC=C1)C1=C(C=CC=C1)C1=C(C(=C(C(=C1C1=C(C=CC=C1)C1=CC=CC=C1)C1=C(C(=CC=2C3=CC=CC=C3CC12)C)C)C1=C(C(=CC=2C3=CC=CC=C3CC12)C)C)N)N)C1=CC=CC=C1 Di(biphenylyl)bis(dimethylfluorenyl)biphenyldiamine